C[C@H]1NC2=C(NC([C@H]1NC(OC(C)(C)C)=O)=O)N=CC(=C2)\C=C\C(=O)N(CC2=C(OC1=C2C=CC=C1)C)C tert-Butyl ((2R,3S)-2-methyl-8-((E)-3-(methyl ((2-methyl benzofuran-3-yl)methyl)amino)-3-oxoprop-1-en-1-yl)-4-oxo-2,3,4,5-tetrahydro-1H-pyrido[2,3-b][1,4]diazepin-3-yl)carbamate